[Si](C)(C)(C(C)(C)C)OCC(=C)C=1C=NC=C(C1)C1=C(C=C(C(=C1)OCC)OC)F 3-(3-((tert-butyl-dimethylsilyl)oxy)prop-1-en-2-yl)-5-(5-ethoxy-2-fluoro-4-methoxyphenyl)pyridine